ClC1=CC(=C2C(=N1)NC=N2)Cl 5,7-Dichloro-3H-imidazo[4,5-b]pyridine